2-((1H-pyrazol-3-yl)oxy)-2-methylpropan-1,3-diol N1N=C(C=C1)OC(CO)(CO)C